N1C2=C(NC(C1=O)=O)N=CC=C2 dihydropyrido[2,3-b]pyrazine-2,3-dione